azetidine-1-carboxylate TFA salt OC(=O)C(F)(F)F.N1(CCC1)C(=O)O